(4-fluorophenyl)(8-methyl-3-(5-methylthiazol-2-yl)-5,6-dihydroimidazo[1,5-a]pyrazine-7(8H)-yl) ketone FC1=CC=C(C=C1)C(=O)N1C(C=2N(CC1)C(=NC2)C=2SC(=CN2)C)C